tert-butyl-4-(2,7-dimethyl-4-(methylthio)-8-oxo-7,8-dihydropyrido[3,4-d]pyrimidin-6-yl)-3,6-dihydropyridine-1(2H)-carboxylate C(C)(C)(C)OC(=O)N1CCC(=CC1)C1=CC2=C(N=C(N=C2SC)C)C(N1C)=O